COC1=C(C=C(C(=C1)I)OC)CC(C)N [2,5-dimethoxy-4-iodophenyl]-2-aminopropane